4-((tetrahydro-2H-thiopyran-4-yl)amino)phenethylcarbamic acid tert-butyl ester C(C)(C)(C)OC(NCCC1=CC=C(C=C1)NC1CCSCC1)=O